(1R,2S,5S)-N-{(1S)-1-cyano-2-[(3S)-2-oxopyrrolidin-3-yl]ethyl}-3-{(2S)-2-(4,4-difluorocyclohexyl)-2-[(trifluoroacetyl)amino]acetyl}-6,6-dimethyl-3-azabicyclo[3.1.0]hexane-2-carboxamide C(#N)[C@H](C[C@H]1C(NCC1)=O)NC(=O)[C@@H]1[C@H]2C([C@H]2CN1C([C@@H](NC(C(F)(F)F)=O)C1CCC(CC1)(F)F)=O)(C)C